NC1=C(C=C2C(=N1)C(C=1C(=CC=CC1O2)Cl)=O)OC=2C=CC(=NC2C)N2CCN(CC2)C(=O)OC(C)(C)C tert-butyl 4-(5-((2-amino-9-chloro-10-oxo-10H-chromeno[3,2-b]pyridin-3-yl)oxy)-6-methylpyridin-2-yl)piperazine-1-carboxylate